tert-butyl (3-(7H-pyrrolo[2,3-d]pyrimidin-4-yl)cyclohex-2-en-1-yl)carbamate N1=CN=C(C2=C1NC=C2)C2=CC(CCC2)NC(OC(C)(C)C)=O